4-methyl-5-(3-nitrophenyl)-1H-imidazole CC=1N=CNC1C1=CC(=CC=C1)[N+](=O)[O-]